2-(N-propylsulfamoyl)thiazole-4-carboxylic acid C(CC)NS(=O)(=O)C=1SC=C(N1)C(=O)O